CC1=C(C(=C(C1([Hf+2]C1(C=CC2=CC=3CC(CC3C=C12)(C)C)C)C)C)C)C Pentamethylcyclopentadienyl(1,6,6-trimethyl-1,5,6,7-tetrahydro-s-indacenyl)hafnium(IV)